N-(2-(5-(((3R,4S,5R)-3,4-dihydroxy-5-methoxy-6,6-dimethyltetrahydro-2H-pyran-2-yl)oxy)-2'-methoxy-[1,1'-biphenyl]-2-yl)ethyl)acetamide O[C@H]1C(OC([C@@H]([C@H]1O)OC)(C)C)OC=1C=CC(=C(C1)C1=C(C=CC=C1)OC)CCNC(C)=O